2-(2-((6-(1-aminoisoquinolin-5-yl)-4-methyl-2,3-dihydro-1H-inden-1-yl)oxy)phenyl)acetic acid NC1=NC=CC2=C(C=CC=C12)C1=CC(=C2CCC(C2=C1)OC1=C(C=CC=C1)CC(=O)O)C